C(N)(=O)C1=CC(=C(C=C1)C=1C=C(C=NC1)CN1[C@H](COCC1)C(=O)N[C@@H](C)C1=CC=C(C(=O)O)C=C1)C 4-[(1S)-1-[[(3R)-4-[[5-(4-carbamoyl-2-methyl-phenyl)-3-pyridyl]methyl]morpholine-3-carbonyl]amino]ethyl]benzoic acid